C=1N=CN2C1C1=CC=CC=C1[C@H]2[C@@H]2[C@H](C=1N(CC2)C=NN1)O (7R,8R)-7-((R)-5H-Imidazo[5,1-a]isoindol-5-yl)-5,6,7,8-tetrahydro-[1,2,4]triazolo[4,3-a]pyridin-8-ol